ClC=1C(=C(C(=O)N)C(=C(C1)OC1CC1)C#N)F 3-chloro-6-cyano-5-cyclopropyloxy-2-fluorobenzamide